C(=O)C1=CC=C(C=C1)OB(O)O p-formylphenyl-boric acid